2-Propenenitril C(C=C)#N